ClC=1C(=C(C=CC1)CNC(CN(C(CN1C=C(C2=CC(=CC=C12)C(=O)O)C#N)=O)C1CC1)=O)F 1-(2-((2-((3-chloro-2-fluorophenylmethyl)amino)-2-oxoethyl)(cyclopropyl)amino)-2-oxoethyl)-3-cyano-1H-indole-5-carboxylic acid